3-(tert-Butyl-methyl-carbamoyl)-7-methoxy-1-thiophen-3-yl-1,4-dihydro-chromeno[4,3-c]pyrazol C(C)(C)(C)N(C(=O)C=1C2=C(N(N1)C1=CSC=C1)C=1C=CC(=CC1OC2)OC)C